C(C)(C)N1CCC(CC1)S(=O)(=O)C1=CC=C(C=C1)NC(=O)NCC1=CC=NC=C1 1-[4-(1-Isopropyl-piperidine-4-sulfonyl)-phenyl]-3-pyridin-4-ylmethyl-urea